Ethylbis(propan-2-yl)amine C(C)N(C(C)C)C(C)C